ethyl 2-(benzyloxymethyl)-1-[2-[tert-butoxycarbonyl(methyl)amino]ethyl]pyrrolidine-2-carboxylate C(C1=CC=CC=C1)OCC1(N(CCC1)CCN(C)C(=O)OC(C)(C)C)C(=O)OCC